O=C1NC(=CC=C1N1C(NC(CC1)=O)=O)C1CCNCC1 1-(2-Oxo-6-(piperidin-4-yl)-1,2-dihydropyridin-3-yl)dihydropyrimidine-2,4(1H,3H)-dione